C1(=CC=CC=C1)N1C=NC(=C1)NC1=NC(=NC2=CC=CC=C12)N1[C@@H](CCC1)CO (S)-(1-(4-((1-phenyl-1H-imidazol-4-yl)amino)quinazolin-2-yl)pyrrolidin-2-yl)methanol